1-trimethoxysilylethyl-9-bis(diethylamino)methylsilylethyl-1,1,3,3,5,5,7,7,9,9-decamethylpentasiloxane CO[Si](C(C)[Si](O[Si](O[Si](O[Si](O[Si](C)(C)CC[SiH2]C(N(CC)CC)N(CC)CC)(C)C)(C)C)(C)C)(C)C)(OC)OC